O1[C@@H](CC1)CN1C(=NC2=C1C=C(C=C2)C(=O)OC)CN2CC(CC2)C2=CC(=CC=C2)OC2=CC=CC=C2 Methyl 1-(((S)-oxetan-2-yl)methyl)-2-((3-(3-phenoxyphenyl)pyrrolidin-1-yl)methyl)-1H-benzo[d]imidazole-6-carboxylate